CC1(OB(OC1(C)C)C=1C=C2CCCC(C2=CC1)NC(=O)C1=NC(=NO1)CCCC)C Butyl-[1,2,4]oxadiazole-5-carboxylic acid [6-(4,4,5,5-tetramethyl-[1,3,2]dioxaborolan-2-yl)-1,2,3,4-tetrahydro-naphthalen-1-yl]-amide